tert-butyl 4-chloro-3-(3-(2-chloro-5-(ethoxycarbonyl)-3-nitrophenoxy)propoxy)-5-nitrobenzoate ClC1=C(C=C(C(=O)OC(C)(C)C)C=C1[N+](=O)[O-])OCCCOC1=C(C(=CC(=C1)C(=O)OCC)[N+](=O)[O-])Cl